C(=O)C=1C=CC(=C(C1)C(=O)NCCNC(OC(C)(C)C)=O)O tert-butyl N-[2-[(5-formyl-2-hydroxyphenyl)formamido]ethyl]carbamate